(E)-3-[3-[3-(Tert-butylamino)-2-hydroxypropoxy]phenyl]-1-phenylprop-2-en-1-one C(C)(C)(C)NCC(COC=1C=C(C=CC1)/C=C/C(=O)C1=CC=CC=C1)O